Titanium Oxysulfate [O-]S(=O)(=O)[O-].O=[Ti+2]